COCC(COC)NC(=O)C1=NN2C(N=C(C=C2N2CCOCC2)N2N=C(C=C2)C=2C=C(C=CC2)C)=C1 N-(1,3-dimethoxypropan-2-yl)-7-morpholino-5-(3-(m-tolyl)-1H-pyrazol-1-yl)pyrazolo[1,5-a]pyrimidine-2-carboxamide